CC1=C(NC(C(=N1)NC1=NC=NC=C1)=O)C(=O)N 3-methyl-6-oxo-5-(pyrimidin-4-ylamino)-1,6-dihydropyrazine-2-carboxamide